C1(CCCC1)[Si](OCC)(OCC)CC(C)C cyclopentyl-isobutyl-diethoxysilane